4-(3-((((1R,3R)-3-aminocyclohexyl)methyl)amino)-1-(p-tolyl)-1H-pyrazol-5-yl)-2-fluorobenzonitrile N[C@H]1C[C@@H](CCC1)CNC1=NN(C(=C1)C1=CC(=C(C#N)C=C1)F)C1=CC=C(C=C1)C